n-dodecyltripropoxysilane C(CCCCCCCCCCC)[Si](OCCC)(OCCC)OCCC